C(C1=CC=C(C(=O)OCC2CCC(CC2)CO)C=C1)(=O)OCCO 1-(2-hydroxyethyl) 4-[[4-(hydroxymethyl)cyclohexyl]methyl] terephthalate